(E)-5-(5-amino-4-methyl-2-((4-nitrophenyl)diazenyl)phenoxy)-N,N-diethylnaphthalen-2-amine NC=1C(=CC(=C(OC2=C3C=CC(=CC3=CC=C2)N(CC)CC)C1)\N=N\C1=CC=C(C=C1)[N+](=O)[O-])C